C(C)OC(=O)N1CC2C(C(C1)C2)=O 6-oxo-3-azabicyclo[3.1.1]Heptane-3-carboxylic acid ethyl ester